1-{[(3S,5S)-5-methyl-1-oxospiro[2.5]octan-5-yl]methyl}-1H-benzimidazole-6-carbonitrile C[C@]1(C[C@]2(CC2=O)CCC1)CN1C=NC2=C1C=C(C=C2)C#N